7-(1,2-Benzooxazol-3-yl)-2-phenyl-5,7-diazaspiro[3.4]octane-6,8-dione O1N=C(C2=C1C=CC=C2)N2C(NC1(CC(C1)C1=CC=CC=C1)C2=O)=O